ClC=1N(N=C2C=CC(=CC12)C(=O)[O-])C(F)F 3-chloro-2-(difluoromethyl)-2H-indazole-5-carboxylate